P(=O)(O)(O)OCC(C(=O)O)O 3-phosphoglyceric acid